tert-butyl 4-({6-[2-methyl-6-(methylsulfanyl)-3-oxo-1H,2H,3H-pyrazolo[3,4-d]pyrimidin-1-yl]pyridin-2-yl}oxy)piperidine-1-carboxylate CN1N(C2=NC(=NC=C2C1=O)SC)C1=CC=CC(=N1)OC1CCN(CC1)C(=O)OC(C)(C)C